ClC=1C=C(C=C(C1OCCCl)Cl)C(C)(C)C1=CC=C(OCC2=NN(C=C2[N+](=O)[O-])C2OCCCC2)C=C1 3-[[4-[1-[3,5-Dichloro-4-(2-chloroethoxy)phenyl]-1-methyl-ethyl]phenoxy]methyl]-4-nitro-1-tetrahydropyran-2-yl-pyrazole